The molecule is a carbobicyclic compound and sesquiterpene that is 1,2,3,4,4a,5,6,7-octahydronaphthalene which is substituted a prop-1-en-2-yl group at position 3 and by methyl groups at positions 4a and 5 (the 3R,4aS,5R- diastereoisomer). It is a sesquiterpene, a carbobicyclic compound and a polycyclic olefin. C[C@@H]1CCC=C2[C@]1(C[C@@H](CC2)C(=C)C)C